Ethyl 2-(3-chloro-4-((3-(4-methoxy-3-(pentyloxy)phenyl)-2-oxotetrahydropyrimidin-1(2H)-yl)methyl)-1H-pyrrolo[2,3-b]pyridin-1-yl)propanoate ClC1=CN(C2=NC=CC(=C21)CN2C(N(CCC2)C2=CC(=C(C=C2)OC)OCCCCC)=O)C(C(=O)OCC)C